2-(3-(2-benzylpiperidin-4-yl)-1H-pyrrolo[2,3-c]pyridin-1-yl)-5-fluoro-N-isopropyl-N-methylbenzamide C(C1=CC=CC=C1)C1NCCC(C1)C1=CN(C2=CN=CC=C21)C2=C(C(=O)N(C)C(C)C)C=C(C=C2)F